COC[C@H](C)O (S)-1-methoxy-2-propanol